4-[2-(4-aminopiperidin-1-yl)-5-[4-(methoxymethyl)phenyl]-1-methyl-6-oxopyrimidin-4-yl]-2-fluorobenzonitrile NC1CCN(CC1)C=1N(C(C(=C(N1)C1=CC(=C(C#N)C=C1)F)C1=CC=C(C=C1)COC)=O)C